6'-(4-(9H-[3,9'-bicarbazol]-9-yl)phenyl)-4-(9H-[3,9'-bicarbazol]-9-yl)-2''-methyl-4'-(6-phenylpyridin-2-yl)-5'-(o-tolyl)-[1,1':2',1''-terphenyl]-3'-carbonitrile C1=CC(=CC=2C3=CC=CC=C3N(C12)C1=CC=C(C=C1)C1=C(C(=C(C(=C1C1=CC=C(C=C1)N1C2=CC=CC=C2C=2C=C(C=CC12)N1C2=CC=CC=C2C=2C=CC=CC12)C1=C(C=CC=C1)C)C#N)C1=NC(=CC=C1)C1=CC=CC=C1)C1=C(C=CC=C1)C)N1C2=CC=CC=C2C=2C=CC=CC12